BrC=1C=C(SC1)C1=C(C(=NN1C1=CC=CC=C1)C)C1=CC=CC=C1 5-(4-bromothiophen-2-yl)-3-methyl-1,4-diphenyl-1H-pyrazole